2-(5-bromo-n-pentyl)-1,3-dioxolane BrCCCCCC1OCCO1